dineopentyl 2,2-dimethylsuccinate CC(C(=O)OCC(C)(C)C)(CC(=O)OCC(C)(C)C)C